N-[(2S)-1-aminopropan-2-yl]-2-ethyl-4-[[3-[1-prop-2-ynyl-3-(trifluoromethyl)pyrazol-4-yl]imidazo[1,2-a]pyrazin-8-yl]amino]benzamide NC[C@H](C)NC(C1=C(C=C(C=C1)NC=1C=2N(C=CN1)C(=CN2)C=2C(=NN(C2)CC#C)C(F)(F)F)CC)=O